(5-chloro-1H-benzo[d]imidazol-2-yl)(phenyl)methanol ClC1=CC2=C(NC(=N2)C(O)C2=CC=CC=C2)C=C1